C1=C2C(=NC=NN2C(=C1)[C@]3([C@@H]([C@@H]([C@H](O3)COP(=O)(O)O)O)O)C#N)N The molecule is a C-nucleoside phosphate that is GS-441524 in which the 5'-hydroxy group has been replaced by a phosphate group. In cells, GS-441524 monophosphate gets converted into the pharmacologically active triphosphate form (GS-443902). It has a role as an anticoronaviral agent, an antiviral drug and a drug metabolite. It is a C-nucleoside phosphate, an aromatic amine, a nitrile and a pyrrolotriazine. It derives from a GS-441524.